[C-](S(=O)(=O)C(F)(F)F)(S(=O)(=O)C(F)(F)F)S(=O)(=O)C(F)(F)F.C(C)(=O)C1=CC=C(C=C1)C1=CC=C(C=C1)[SH2+] 4-(4-acetylphenyl)phenylsulfonium tris(trifluoromethylsulfonyl)methide